[Lu].[La] lanthanum-lutetium